CC1(NC=NC(=N1)C1=CC=C(C=C1)F)C 4,4-dimethyl-6-p-fluorophenyl-1,3,5-triazine